2-[5-[[(1R)-1-dibenzofuran-2-ylethyl]amino]-2-(o-tolyl)-6-oxo-pyrimidin-1-yl]-N-(1H-pyrrolo[3,2-c]pyridin-2-ylmethyl)acetamide C1=C(C=CC=2OC3=C(C21)C=CC=C3)[C@@H](C)NC3=CN=C(N(C3=O)CC(=O)NCC3=CC=2C=NC=CC2N3)C3=C(C=CC=C3)C